5-carboxyl-1,10-phenanthroline C(=O)(O)C1=C2C=CC=NC2=C2N=CC=CC2=C1